FC(OC1=C(C(=O)OC(C)(C)C)C(=CC(=C1)B1OC(C(O1)(C)C)(C)C)OC)F tert-butyl 2-(difluoromethoxy)-6-methoxy-4-(4,4,5,5-tetramethyl-1,3,2-dioxaborolan-2-yl)benzoate